CC1([C@@H]2CC[C@@H]([C@H]1C2)CNC(C=C)=O)C N-(((1R,2S,5R)-6,6-dimethylbicyclo[3.1.1]heptan-2-yl)methyl)acrylamide